1,2-dipyridinylacetylene N1=C(C=CC=C1)C#CC1=NC=CC=C1